N1=CC(=CC=C1)C=CC=1C=NC=CC1 1,2-bis(3-pyridyl)-ethylene